NC=1C(N=NC1N)=O 4,5-diaminopyrazolone